di-tert-butyl (2S,4S)-4-fluoropyrrolidine-1,2-dicarboxylate F[C@H]1C[C@H](N(C1)C(=O)OC(C)(C)C)C(=O)OC(C)(C)C